bis(dimethylsilyl)silylamine C[SiH](C)[SiH]([SiH](C)C)N